C1(CC1)C1COCC(O1)CO (6-cyclopropyl-1,4-dioxan-2-yl)methanol